COC1=CC=C(C=C1)NS(=O)(=O)C N-(4-methoxyphenyl)methanesulfonamide